6-bromo-4-(6-fluoro-3-pyridyl)pyrazolo[1,5-a]pyridine-3-carbonitrile BrC=1C=C(C=2N(C1)N=CC2C#N)C=2C=NC(=CC2)F